C(=CCCCC)C=CC(C)=C Hexenyl-Isoprene